N-(4-bromopyridin-2-yl)-3-{5-methyl-2,5-diazabicyclo[2.2.1]heptan-2-yl}propionamide BrC1=CC(=NC=C1)NC(CCN1C2CN(C(C1)C2)C)=O